ClC=1C(=CC2=C(N(C[C@H](N(S2(=O)=O)C)C2CCCCC2)C2=CC=C(C=C2)OC)C1)C=1C=CC(=C(C(=O)O)C1)F (R)-5-(7-chloro-3-cyclohexyl-5-(4-methoxyphenyl)-2-methyl-1,1-dioxido-2,3,4,5-tetrahydrobenzo[f][1,2,5]thiadiazepin-8-yl)-2-fluorobenzoic acid